(5-fluoro-2-methoxy-4-(4,4,5,5-tetramethyl-1,3,2-dioxaborolan-2-yl)phenyl)(piperidin-1-yl)methanone FC=1C(=CC(=C(C1)C(=O)N1CCCCC1)OC)B1OC(C(O1)(C)C)(C)C